tert-butyl 5,7-dimethyl-4-(((3R,4R)-3-(1-methyl-1H-pyrazol-4-yl)piperidin-4-yl)methyl)-1H-indole-1-carboxylate CC=1C(=C2C=CN(C2=C(C1)C)C(=O)OC(C)(C)C)C[C@H]1[C@@H](CNCC1)C=1C=NN(C1)C